3-(2-(benzyloxy)-4-fluorophenyl)-6-chloro-4-methylpyridazine C(C1=CC=CC=C1)OC1=C(C=CC(=C1)F)C=1N=NC(=CC1C)Cl